N[C@@H](C(C)(C)[2H])C(=O)O L-Valine-3-d